8-[1-(2,4-difluoro-6-methylsulfonyl-anilino)ethyl]-3,6-dimethyl-2-morpholino-quinazolin-4-one FC1=C(NC(C)C=2C=C(C=C3C(N(C(=NC23)N2CCOCC2)C)=O)C)C(=CC(=C1)F)S(=O)(=O)C